1-(2-amino-4-methoxyphenyl)ethanone NC1=C(C=CC(=C1)OC)C(C)=O